CN1CCC(CC1)C1=CC=C(C=C1)C1=CC=2N=CN(C(C2N=C1)=O)C(C(=O)O)C1=CC=CC=C1 2-(7-(4-(1-methylpiperidin-4-yl)phenyl)-4-oxopyrido[3,2-d]Pyrimidin-3(4H)-yl)-2-Phenylacetic acid